Ethyl(9H-fluoren-9-yl)(R)-phenylphosphonate C(C)C=1C(=C(C=CC1)P([O-])([O-])=O)C1C2=CC=CC=C2C=2C=CC=CC12